4-ethyl-3,5-heptanediol bis(4-isopropylbenzoate) C(C)(C)C1=CC=C(C(=O)OC(CC)C(C(CC)OC(C2=CC=C(C=C2)C(C)C)=O)CC)C=C1